NC=1C=C(C=CC1)S(=O)(=O)NC(=O)C=1C(=NC(=CC1)C(C)(C)C)OC1=C(C=C(C=C1)C)C N-(3-Aminophenyl)sulfonyl-6-tert-butyl-2-(2,4-dimethylphenoxy)pyridin-3-carboxamid